ClCCCCOC=1C=C(C=CC1)[N+](=O)[O-] 3-(4-chlorobutoxy)nitrobenzene